(R)-2-((S)-4-(2-(2-chloro-1H-pyrrolo[2,3-b]pyridin-3-yl)-7H-pyrrolo[2,3-d]pyrimidin-4-yl)piperazin-2-yl)-3-methylbutan-2-ol ClC1=C(C=2C(=NC=CC2)N1)C=1N=C(C2=C(N1)NC=C2)N2C[C@H](NCC2)[C@@](C)(C(C)C)O